BrC1=C2C(N(C(NC2=CC(=C1)CN1CCN(CC1)C=1C=CC(=NC1F)C(=O)NC)=O)CC)=S 5-(4-((5-bromo-3-ethyl-2-oxo-4-thioxo-1,2,3,4-tetrahydroquinazolin-7-yl)methyl)piperazin-1-yl)-6-fluoro-N-methylpicolinamide